[Si](C)(C)(C(C)(C)C)OC1=C(C=C(C=C1)F)[C@H](C(=O)NC=1SC=CN1)N1C(C2=CC(=CC=C2C1)C#CC1=CC=CC=C1)=O |r| (2RS)-2-[2-[tert-Butyl(dimethyl)silyl]oxy-5-fluoro-phenyl]-2-[1-oxo-6-(2-phenylethynyl)isoindolin-2-yl]-N-thiazol-2-yl-acetamide